(R)-7-iodo-2-(3-(2-methylpyrrolidin-1-yl)-5-(N-methylaminosulfonyl) phenyl)-5H-pyrrolo[2,3-b]pyrazine-5-carboxylate IC1=CN(C2=NC=C(N=C21)C2=CC(=CC(=C2)S(=O)(=O)NC)N2[C@@H](CCC2)C)C(=O)[O-]